2-(azetidin-1-ylmethyl)-3-methylbutanoic acid (S)-1-phenylethyl ester C1(=CC=CC=C1)[C@H](C)OC(C(C(C)C)CN1CCC1)=O